ClC1=C(C(=C(N=N1)OC1=C(C(=CC=C1)C1CC1)F)C(=O)N[C@H](CC1=C(C=C(C=C1)C)C)CON)C |r| 6-chloro-3-(3-cyclopropyl-2-fluoro-phenoxy)-5-methyl-N-[rac-1-(aminooxymethyl)-2-(2,4-dimethylphenyl)ethyl]pyridazine-4-amide